COC([C@@](NC(=O)OC(C)(C)C)(CC(=O)O)C(=O)O)=O D-alpha-carboxy-N-t-butoxycarbonyl-aspartic acid monomethyl ester